ClC1([C@H]([C@@H]1C1=CC(=CC=C1)C(F)(F)F)C(=O)O)Cl (1R,3R)-2,2-dichloro-3-(3-(trifluoromethyl)phenyl)cyclopropane-1-carboxylic acid